(2-((2R,3R,4S,5S,6R)-3,4,5-triacetoxy(4-(non-8-yn-1-yl)phenoxy)tetrahydro-2H-pyran-2-yl)ethyl)phosphonic acid C(C)(=O)O[C@H]1[C@@](OC[C@@H]([C@@H]1OC(C)=O)OC(C)=O)(CCP(O)(O)=O)OC1=CC=C(C=C1)CCCCCCCC#C